O[C@@H](C\C=C/C#C/C=C/[C@@H](CC=1SC=C(N1)C(=O)OC)OC)C([C@H](\C=C\C)OCOC)(C)C Methyl 2-((2R,3E,7Z,10S,12S,13E)-10-hydroxy-2-methoxy-12-(methoxy-methoxy)-11,11-dimethylpentadeca-3,7,13-trien-5-yn-1-yl)thiazole-4-carboxylate